NN(C(=O)N(C(C)C)N)C(C)C 1,3-diamino-1,3-bis(propan-2-yl)urea